(S)-3-(1-hydroxypropan-2-yl)-6,8-di(pyridin-4-yl)pyrido[3,4-d]pyrimidin-4(3H)-one OC[C@H](C)N1C=NC2=C(C1=O)C=C(N=C2C2=CC=NC=C2)C2=CC=NC=C2